C(C1=CC=CC=C1)[C@H]1N(C(OC1)=O)C(CCC1CCC1)=O (R)-4-benzyl-3-(3-cyclobutylpropionyl)oxazolidin-2-one